deoxy-2'-fluoroadenosine-3'-phosphorothioate P(O)(O)(=S)O[C@H]1[C@H]([C@@H](O[C@@H]1CO)N1C=NC=2C(N)=NC=NC12)F